methyl (E)-2-fluoro-6-methoxy-3-(4-nitrostyryl)benzoate FC1=C(C(=O)OC)C(=CC=C1\C=C\C1=CC=C(C=C1)[N+](=O)[O-])OC